O=C1NC(CCC1N1C(N(C2=C1C=CC=C2C2CN(C2)[C@H]2[C@@H](CN(CC2)C(=O)OC(C)(C)C)F)C)=O)=O tert-butyl (3R,4R)-4-[3-[1-(2,6-dioxo-3-piperidyl)-3-methyl-2-oxo-benzimidazol-4-yl]azetidin-1-yl]-3-fluoro-piperidine-1-carboxylate